5-(3-fluoro-5-(trifluoromethoxy)phenyl)-1-(5-fluoropyridin-3-yl)-1H-pyrazol-3-amine FC=1C=C(C=C(C1)OC(F)(F)F)C1=CC(=NN1C=1C=NC=C(C1)F)N